(E)-3-(4-((2-amino-4-carbamoyl-6-methoxyphenyl)amino)but-2-en-1-yl)-2-(1-ethyl-3-methyl-1H-pyrazole-5-carboxamido)-3H-imidazo[4,5-b]pyridine-6-carboxamide NC1=C(C(=CC(=C1)C(N)=O)OC)NC/C=C/CN1C(=NC=2C1=NC=C(C2)C(=O)N)NC(=O)C2=CC(=NN2CC)C